tert-butyl 4-(6-amino-pyrid-3-yl)piperazine-1-carboxylate NC1=CC=C(C=N1)N1CCN(CC1)C(=O)OC(C)(C)C